FC1=CC(=C(C=C1)C#CC=1C=CC(=NC1)C(=O)O)NS(=O)(=O)C1=CC=CC2=CC=CC=C12 5-{2-[4-fluoro-2-(naphthalene-1-sulfonamido)phenyl]ethynyl}pyridine-2-carboxylic acid